C1(CCC1)COC1=CC=C(C=N1)CC1=NOC(=C1)C=1C(=NC=CC1)N 3-(3-((6-(cyclobutylmethoxy)pyridin-3-yl)methyl)isoxazol-5-yl)pyridin-2-amine